(S)-N4-(5-bromo-6-(trifluoromethyl)pyridin-2-yl)-N2-(piperidin-3-yl)-5-(trifluoromethyl)pyrimidine-2,4-diamine BrC=1C=CC(=NC1C(F)(F)F)NC1=NC(=NC=C1C(F)(F)F)N[C@@H]1CNCCC1